tert-Butyl(8-(4-(4-cyano-3-fluorophenyl)-5-(2-fluoro-4-methylphenyl)thiophene-2-carbonyl)-8-azabicyclo[3.2.1]Octan-3-yl) carbamate C(N)(OC1CC2(CCC(C1)N2C(=O)C=2SC(=C(C2)C2=CC(=C(C=C2)C#N)F)C2=C(C=C(C=C2)C)F)C(C)(C)C)=O